C(COCCOCCOCC=O)=O 3,6,9-trioxaundecan-1,11-dial